2-(4,6-difluoro-1H-indol-3-yl)-N,N-dimethylethan-1-amine FC1=C2C(=CNC2=CC(=C1)F)CCN(C)C